C(#C)[C@@H]1CC12CCN(CC2)S(=O)(=O)C2=CC(=C(N)C=C2)OC 4-[(1R)-1-ethynyl-6-azaspiro[2.5]octan-6-ylsulfonyl]-2-methoxyaniline